CNC1=CC2=CC=C(C=C2C=C1)C=1N=NC(=NN1)C N-methyl-6-(6-methyl-1,2,4,5-tetrazine-3-yl)naphthalene-2-amine